(E)-N'-(7-(diethylamino)-2-oxo-2H-chromen-4-ylmethylene)imidazo[2,1-b]thiazole-6-hydrazide C(C)N(C1=CC=C2C(=CC(OC2=C1)=O)\C=N\NC(=O)C=1N=C2SC=CN2C1)CC